(6-Hydroxy-9-phenyl-[1,2,4]triazolo[1,5-h][1,7]naphthyridine-5-carbonyl)glycine OC=1C=2C=CC(=NC2C=2N(C1C(=O)NCC(=O)O)N=CN2)C2=CC=CC=C2